C(C)(C)(C)OC(=O)N1C[C@H](N[C@H](C1)C)C1=CC(=NC(=C1)Cl)Br.C(CCCCC(N)=[Se])(N)=[Se] hexanediselenoamide (3R,5S)-tertbutyl-3-(2-bromo-6-chloropyridin-4-yl)-5-methylpiperazine-1-carboxylate